(S)-3-(2-(3-(4-methoxy-3-(1-methyl-1H-pyrazol-4-yl)phenyl)azetidin-1-yl)-2-oxoethyl)pyrrolidine-1-carbonitrile COC1=C(C=C(C=C1)C1CN(C1)C(C[C@H]1CN(CC1)C#N)=O)C=1C=NN(C1)C